5-Nitro-1-(3-(trifluoromethyl)phenyl)-1H-indole [N+](=O)([O-])C=1C=C2C=CN(C2=CC1)C1=CC(=CC=C1)C(F)(F)F